2'-chloro-N-(5-((1,1-dioxidotetrahydro-2H-thiopyran-4-yl)oxy)-1,3,4-thiadiazol-2-yl)-5'-methoxy-6-methyl-(4,4'-bipyridine)-3-carboxamide ClC1=NC=C(C(=C1)C1=C(C=NC(=C1)C)C(=O)NC=1SC(=NN1)OC1CCS(CC1)(=O)=O)OC